C1(=CC=CC=C1)C1=NC(=NC(=N1)C=1C=CC2=C(C1)[Si]1(C3=C(SC4=C1C=CC=C4)C=CC=C3)C3=C2C=CC=C3)C=3C=C(C=CC3)C3=CC=C(C=C3)C#N 3'-(4-phenyl-6-(spiro[dibenzo[b,d]silole-5,10'-dibenzo[b,e][1,4]thiasilin]-3-yl)-1,3,5-triazin-2-yl)-[1,1'-biphenyl]-4-Carbonitrile